8-Ethynyl-8-phenyl-1,4-dioxaspiro[4.5]decane C(#C)C1(CCC2(OCCO2)CC1)C1=CC=CC=C1